COC(C1=C(C(=CC(=C1)OC)OC)C)=O.C(C)C1OC(OC1=O)=O 4-ethyl-1,3-dioxolan-2-oneOn methyl-3,5-dimethoxy-2-methylbenzoate